CC1(CCC(OC1)C=O)C 5,5-dimethyltetrahydropyran-2-carbaldehyde